2-((2S,4S)-4-(Hydroxymethyl)azetidin-2-yl)acetonitrile TFA salt OC(=O)C(F)(F)F.OC[C@@H]1C[C@H](N1)CC#N